C1NC(C2=NC=C3CCCC3=C12)=O 1,6,7,8-Tetrahydro-2H-2,4-diaza-as-indacen-3-one